CC1=NC2=C(N1CC1=CC(=C(C=C1)C(F)(F)F)Cl)C=C(C=C2CCS(=O)(=O)N)C=2C1=C(C(N(C2)C)=O)NC=C1 (2-methyl-6-(6-methyl-7-oxo-6,7-dihydro-1H-pyrrolo[2,3-c]pyridin-4-yl)-1-(3-chloro-4-(trifluoromethyl)benzyl)-1H-benzo[d]imidazol-4-yl)ethylsulfonamide